FC(C1=NC=CC(=N1)B1OC(C)(C)C(C)(C)O1)(F)F 2-trifluoromethyl-pyrimidine-4-boronic acid pinacol ester